CC1=C(C(=CC(=C1)C)C)N1C(N(CC1)C1=C(C=C(C=C1C)C)C)=[Ru](=CC1=C(C=CC=C1)OC(C)C)(Cl)Cl (1,3-bis(2,4,6-trimethylphenyl)-2-imidazolidinylidene)dichloro(o-isopropoxyphenylmethylidene)ruthenium